N-[2-(3,3-difluoropyrrolidin-1-yl)-4-(2-fluoro-phenyl)-3-pyridyl]-6,7-dihydro-4H-pyrazolo[1,5-a]pyrazine-5-carboxamide FC1(CN(CC1)C1=NC=CC(=C1NC(=O)N1CC=2N(CC1)N=CC2)C2=C(C=CC=C2)F)F